C1(CC1)C([C@@H](C=1N=C2N(N=CC(=C2)C[C@H]2C(N[C@@H](C2)C(F)(F)F)=O)C1)NC(=O)C1=CC=NN1CC)C1CC1 N-((S)-2,2-dicyclopropyl-1-(7-(((3R,5S)-2-oxo-5-(trifluoromethyl)pyrrolidin-3-yl)methyl)imidazo[1,2-b]pyridazin-2-yl)ethyl)-1-ethyl-1H-pyrazole-5-carboxamide